tert-butyl (S)-5-((8-carbamoyl-6-(4-methoxyphenyl) pyrido[3,2-d]pyrimidin-4-yl) amino)-3,3-difluoropiperidine-1-carboxylate C(N)(=O)C1=CC(=NC2=C1N=CN=C2N[C@H]2CC(CN(C2)C(=O)OC(C)(C)C)(F)F)C2=CC=C(C=C2)OC